(5,6,7,8-tetrahydroimidazo[1,2-a]pyridin-3-yl)boronic acid N=1C=C(N2C1CCCC2)B(O)O